BrCC=1C=C2CN(C(C2=CC1)=O)C1CNCCC1 3-(5-(bromomethyl)-1-oxoisoindolin-2-yl)piperidine